CSC1=NC(=C2NC=NC2=N1)N 2-methylsulfanyl-adenine